N-(5-methylpyridin-3-yl)benzamide CC=1C=C(C=NC1)NC(C1=CC=CC=C1)=O